CN1CCC2(CC1)CC(C1=CC=C(C=C12)C1=CNC2=NC=C(C=C21)C=2C=NC=CC2C)=O 1'-methyl-6-(5-(4-methylpyridin-3-yl)-1H-pyrrolo[2,3-b]pyridin-3-yl)spiro[indene-1,4'-piperidin]-3(2H)-one